N-[6-bromo-3-(2-methylphenyl)-1-oxo-2,3-dihydro-1H-isoindol-4-yl]-1-benzothiophene-3-carboxamide BrC1=CC(=C2C(NC(C2=C1)=O)C1=C(C=CC=C1)C)NC(=O)C1=CSC2=C1C=CC=C2